NC1=NC=2C=C(C=CC2C2=C1N=C(N2CC2(COC(OC2)(C)C)C)COCC)C#CCN2CCN(CC2)C(=O)OC(C)(C)C tert-butyl 4-(3-{4-amino-2-(ethoxymethyl)-1-[(2,2,5-trimethyl-1,3-dioxan-5-yl)methyl]-1H-imidazo[4,5-c]quinolin-7-yl}prop-2-yn-1-yl)piperazine-1-carboxylate